1,3'-dibromo-4,4'-biphenol BrC1(CC=C(C=C1)C1=C(C=C(C=C1)O)Br)O